Cl.COC1=CC=C(C=C1)C(N)C12CC(C1)(C2)C2=CC=CC=C2 (4-methoxyphenyl)(3-phenylbicyclo[1.1.1]pentan-1-yl)methanamine hydrochloride